N-((3S,4R)-3-hydroxy-2,2-dimethyl-8-oxo-2,3,4,8-tetrahydropyrano[3,2-g]chromen-4-yl)-3-(1H-imidazol-1-yl)propanamide O[C@@H]1C(OC2=CC3=C(C=C2[C@H]1NC(CCN1C=NC=C1)=O)C=CC(O3)=O)(C)C